2-[2,5-dimethyl-4-(2,2,2-trifluoro-1,1-dimethyl-ethyl)phenyl]-N,N-dimethyl-4-oxo-1H-1,6-naphthyridine-5-carboxamide CC1=C(C=C(C(=C1)C(C(F)(F)F)(C)C)C)C=1NC=2C=CN=C(C2C(C1)=O)C(=O)N(C)C